COC(=O)C1=CSC=C1NC1=C(C=C(C=C1)I)F 4-[(2-fluoro-4-iodophenyl)amino]Thiophene-3-carboxylic acid methyl ester